ClC=1C(=NC(=NC1)NCC1=CC=C(C=C1)C1NCCOC1)NC(C1=C(C=CC=C1)F)(F)F 5-chloro-N2-[4-(3-morpholinyl)benzyl]-N4-(trifluorobenzyl)pyrimidine-2,4-diamine